1-bromo-3,5-dimethoxybenzene BrC1=CC(=CC(=C1)OC)OC